N-(3-chloro-5-(methylsulfonamido)phenyl)-5-(3-((3-(dimethylphosphoryl)-5-fluorobenzyl)oxy)-5-fluoropyridin-2-yl)-1-methyl-1H-pyrrole-3-carboxamide ClC=1C=C(C=C(C1)NS(=O)(=O)C)NC(=O)C1=CN(C(=C1)C1=NC=C(C=C1OCC1=CC(=CC(=C1)F)P(=O)(C)C)F)C